tert-butyl 1-[(3-tert-butoxy-3-oxo-propoxy)methyl]-3-(2,7-dichloro-8-fluoro-pyrido[4,3-d]pyrimidin-4-yl)-3,8-diazabicyclo[3.2.1]octane-8-carboxylate C(C)(C)(C)OC(CCOCC12CN(CC(CC1)N2C(=O)OC(C)(C)C)C=2C1=C(N=C(N2)Cl)C(=C(N=C1)Cl)F)=O